NC=1C=CC(=C(C#N)C1)CC 5-amino-2-ethylbenzonitrile